FC=1C=C2C(C(=CN(C2=NC1)C1=C(C=C(C=C1F)F)F)C(=O)N)=O 6-fluoro-4-oxo-1-(2,4,6-trifluorophenyl)-1,4-dihydro-1,8-naphthyridine-3-carboxamide